C(#N)C1=CN(C2=NC(=CC(=C21)C2=C(C(=CC=C2C)O)C)C(=O)N)CC(F)(F)F (M)-3-cyano-4-(3-hydroxy-2,6-dimethylphenyl)-1-(2,2,2-trifluoroethyl)pyrrolo[2,3-b]pyridine-6-carboxamide